(2-ethyl-2H-pyrazolo[4,3-c]pyridin-3-yl)(4-methoxyphenyl)methanol C(C)N1N=C2C(C=NC=C2)=C1C(O)C1=CC=C(C=C1)OC